ClC1=NC=C(C(=N1)NCC1=CC=C(C=C1)N1N=C(C=C1C(C)C)C(F)(F)F)N 2-chloro-N4-([4-[5-isopropyl-3-(trifluoromethyl)pyrazol-1-yl]phenyl]methyl)pyrimidine-4,5-diamine